C(C)(C)(C)N1N=CC=C1CC1=CC=C(C=C1)C1=C(SC(=C1)CC(C)C)S(=O)(=O)NC(OC)=O Methyl ((3-(4-((1-(tert-butyl)-1H-pyrazol-5-yl)methyl)phenyl)-5-isobutylthiophen-2-yl)sulfonyl)carbamate